C(C)(C)(C)OC(=O)N1CCN(CC1)CC1=CC=C(C=C1)N 4-(4-aminobenzyl)piperazine-1-carboxylic acid tert-butyl ester